3-(4-chlorophenyl)-N-(4-methyl-3-(pyridin-4-yl)-1H-pyrazol-5-yl)propiolamide, trifluoroacetic acid salt FC(C(=O)O)(F)F.ClC1=CC=C(C=C1)C#CC(=O)NC1=C(C(=NN1)C1=CC=NC=C1)C